(E)-5-bromopentyl-3-hexylundec-2-enoate BrCCCCCOC(\C=C(\CCCCCCCC)/CCCCCC)=O